ethyl 5-(piperidin-4-ylmethyl)-1,2-oxazole-3-carboxylate N1CCC(CC1)CC1=CC(=NO1)C(=O)OCC